7-(2-methyl-4-(6-(trifluoromethyl)-quinazolin-2-yl)phenyl)-1-(tetrahydro-2H-pyran-2-yl)-6,7-dihydro-1H-pyrazolo[3,4-f][1,4]oxaazepin-8(5H)-one CC1=C(C=CC(=C1)C1=NC2=CC=C(C=C2C=N1)C(F)(F)F)N1CCOC2=C(C1=O)N(N=C2)C2OCCCC2